FC1C(OCC1)=O 3-fluorodihydrofuran-2(3H)-one